COC(CN(S(N)(=O)=O)C1=C(C2=CC(=CC=C2C=C1OCC1=CC=CC=C1)Br)F)=O N-[3-(benzyloxy)-7-bromo-1-fluoronaphthalen-2-yl]-N-sulfamoyl-glycine methyl ester